C(C)(C)(C)OC(=O)N1CCN(CC1)CCOCCOCCNC(OCC1=CC=CC=C1)=O 4-(3-oxo-1-phenyl-2,7,10-trioxa-4-azadodecane-12-yl)piperazine-1-carboxylic acid tert-butyl ester